COCCOC=1C=C(C=2N(C1)N=CC2C#N)C=2C=NC(=CC2)N2CCN(CC2)CC2=NC(=CC=C2)C 6-(2-methoxyethoxy)-4-(6-(4-((6-methylpyridin-2-yl)methyl)piperazin-1-yl)pyridin-3-yl)pyrazolo[1,5-a]pyridine-3-carbonitrile